(E)-2-(5-cyanopyridin-3-yl)-3-(3-(3-(pentafluoro-sulfaneyl)-5-(trifluoromethyl)phenyl)-1H-1,2,4-triazol-1-yl)acrylamide C(#N)C=1C=C(C=NC1)/C(/C(=O)N)=C\N1N=C(N=C1)C1=CC(=CC(=C1)C(F)(F)F)S(F)(F)(F)(F)F